Cl.C(C)N(C(C)=O)C(C)(C)C1CCNCC1 N-ethyl-N-[2-(piperidin-4-yl)propan-2-yl]acetamide hydrochloride salt